O=N[C@@H](CC1=CC=CC=C1)C(=O)O Keto-Phenylalanin